S1SC(CC1)CCCCO 4-(1,2-Dithiolan-3-yl)butan-1-ol